CC1=C(OC=2CCC3=CN(N=C3C21)CC2=C(C=CC=C2)C)C(=O)OCC ethyl 8-methyl-2-[(2-methylphenyl)methyl]-4,5-dihydro-2H-furo[2,3-g]indazole-7-carboxylate